[m-(isopropylthio)phenyl]-4-methyl-1,2-dihydro-2,3,1-benzodiazaborinin-1-ol C(C)(C)SC=1C=C(C=CC1)N1B(C2=C(C(=N1)C)C=CC=C2)O